CC([C@@H](C(=O)N1[C@@H](CCC1)C=1NC(=CN1)C1=CC=2C(C3=CC(=CC=C3C2C=C1)[N+](=O)[O-])(CCC)CCC)NC(OC)=O)C methyl ((S)-3-methyl-1-((S)-2-(5-(7-nitro-9,9-dipropyl-9H-fluorene-2-yl)-1H-imidazole-2-yl)pyrrolidine-1-yl)-1-oxobutane-2-yl)carbamate